C(C1=CC=CC=C1)N(C(CC1=CNC2=CC=C(C=C12)OC)=O)C N-Benzyl-2-(5-methoxy-1H-indol-3-yl)-N-methylacetamide